COC(=O)C=1N=C(SC1CCCOC1=C(C=C(C=C1)I)F)N1CCC2=C1N=NC(=C2C)Cl (3-chloro-4-methyl-5,6-dihydropyrrolo[2,3-C]pyridazin-7-yl)-5-[3-(2-fluoro-4-iodo-phenoxy)propyl]thiazole-4-carboxylic acid methyl ester